ClC1=C(C(=CC=C1)Cl)N1CC(C1)C1=CC(=C(CN2CC(C2)(O)CF)C(=C1)C)C 1-(4-(1-(2,6-dichlorophenyl)azetidin-3-yl)-2,6-dimethylbenzyl)-3-(fluoro-methyl)azetidin-3-ol